(12S)-12-methyl-13-oxa-4,5,9,18,19,22-hexaazatetracyclo[12.5.2.12,6.017,20]docosa-1(19),2(22),3,14(21),15,17(20)-hexaen-8-one C[C@H]1CCNC(CC2NN=CC(C3=NNC=4C=CC(O1)=CC34)=N2)=O